ClC(C(=O)OC=C)Cl vinyl dichloroacetate